dipyrazino[2,3-f:2',3'-h]Quinoxaline N1=CC=NC2=C1C=1N=CC=NC1C1=C2N=CC=N1